C1(CCCC1)([2H])NC1=CC=C(C=C1)[C@@H]1N(C[C@@H](C[C@@H]1C(=O)NC1=CC(=C(C=C1)C)C(F)(F)F)C(F)(F)F)C(C1=C(C=CC=C1F)F)=O (2R,3S,5R)-2-(4-((cyclopentyl-1-d)amino)phenyl)-1-(2,6-difluorobenzoyl)-N-(4-methyl-3-(trifluoromethyl)phenyl)-5-(trifluoromethyl)piperidine-3-carboxamide